[4-[3-chloro-5-(trifluoromethyl)phenyl]-2-(1-methylpyrazol-3-yl)-5-(trifluoromethyl)pyrazol-3-yl]-N,N-dimethyl-formamidine ClC=1C=C(C=C(C1)C(F)(F)F)C1=C(N(N=C1C(F)(F)F)C1=NN(C=C1)C)C(=N)N(C)C